C1C(=CC(=O)O1)N(CC2=CN=C(C=C2)Cl)CC(F)F The molecule is a tertiary amino compound that is ammonia in which the nitrogens have been replaced by (6-chloropyridin-3-yl)methyl, 2,2-difluoroethyl, and 5-oxo-2,5-dihydrofuran-3-yl groups, respectively. A nicotinic acetylcholine receptor (AChR) agonist, it is used as an insecticide to control sucking pests in a variety of crops. It has a role as a nicotinic acetylcholine receptor agonist and an insecticide. It is a butenolide, a monochloropyridine, an organofluorine insecticide, an enamine and a tertiary amino compound.